2-(2,6-dioxopiperidin-3-yl)-5-(2-(2-(2-(4-(5-methyl-5H-pyrido[4,3-b]indol-7-yl)piperidin-1-yl)ethoxy)ethoxy)ethoxy)isoindoline-1,3-dione O=C1NC(CCC1N1C(C2=CC=C(C=C2C1=O)OCCOCCOCCN1CCC(CC1)C=1C=CC=2C3=C(N(C2C1)C)C=CN=C3)=O)=O